7-(2-amino-6-fluorophenyl)-6-chloro-4-((2S,5R)-2,5-dimethylpiperazin-1-yl)-1-(2-isopropyl-4-methylpyridin-3-yl)pyrido[2,3-d]pyrimidin-2(1H)-one NC1=C(C(=CC=C1)F)C=1C(=CC2=C(N(C(N=C2N2[C@H](CN[C@@H](C2)C)C)=O)C=2C(=NC=CC2C)C(C)C)N1)Cl